FC1=C(C(=CC=C1)OC)C1=NC=CC2=C1CN(C2=O)C2=CC=C(C(=N2)N[C@H]2CNCC2)C=2C=NC(=CC2)C 4-(2-fluoro-6-methoxyphenyl)-2-(6'-methyl-2-(((R)-pyrrolidin-3-yl)amino)-[3,3'-bipyridin]-6-yl)-2,3-dihydro-1H-pyrrolo[3,4-c]pyridin-1-one